C(CC)C1=NC=C2C(NC=NN21)=O 7-propylimidazo[5,1-f][1,2,4]triazin-4(3H)-one